CN1C=NC(=C1)C=1C=C(C=C(C1)S(=O)(=O)C)S(=O)(=O)C1=CC=C(S1)CNC(OC(C)(C)C)=O tert-butyl ((5-((3-(1-methyl-1H-imidazol-4-yl)-5-(methylsulfonyl)phenyl)sulfonyl)thiophen-2-yl)methyl)carbamate